(S)-N-(1-((3-chloropyridin-2-yl)oxy)prop-2-yl)quinazolin-4-amine hydrochloride Cl.ClC=1C(=NC=CC1)OC[C@H](C)NC1=NC=NC2=CC=CC=C12